FC1(CC2(CC(=C2)C=2CCCC3=C(C2C2=CC=C(C=C2)CC2CN(C2)CCCF)C=CC=C3)C1)F 8-(6,6-Difluorospiro[3.3]hept-1-en-2-yl)-9-(4-((1-(3-fluoropropyl)azetidin-3-yl)methyl)phenyl)-6,7-dihydro-5H-benzo[7]annulen